C(C)(C)(C)C=1C(=C2C=CC=CN2C1C(C(C)(C)C)=O)N1C(C=CC=C1)=O (2-(tert-butyl)-3-pivaloyl-indolizin-1-yl)pyridin-2(1H)-one